COC1=NN(C2=CC=C(C=C12)\C=N\[S@](=O)C(C)(C)C)C (NE,R)-N-[(3-methoxy-1-methyl-indazol-5-yl)methylene]-2-methyl-propane-2-sulfinamide